N-{4-[5-fluoro-3-(5-fluoropyridin-2-yl)-1H-pyrrolo[3,2-b]pyridin-2-yl]pyridin-2-yl}-2-(4-fluorophenyl)acetamide FC1=CC=C2C(=N1)C(=C(N2)C2=CC(=NC=C2)NC(CC2=CC=C(C=C2)F)=O)C2=NC=C(C=C2)F